tert-butyl (R)-3-(3-bromophenyl)-2-((tert-butoxycarbonyl)amino)propanoate BrC=1C=C(C=CC1)C[C@H](C(=O)OC(C)(C)C)NC(=O)OC(C)(C)C